Cl.COC1=CC=C2C=3C=CN=C(C3N(C2=C1)CCCC(=O)O)C 4-(7-Methoxy-1-methyl-β-carbolin-9-yl)butyric acid hydrochloride